C1(CC1)NC1=NC=2N(C(C(=NC2C=N1)C1=CC2=CN(N=C2C=C1)C)=O)C=1C=NC(=CC1)OC(F)F 2-(cyclopropylamino)-8-(6-(difluoromethoxy)pyridin-3-yl)-6-(2-methyl-2H-indazol-5-yl)pteridin-7(8H)-one